C(C)[Si](CC)(CC)CC Tetraethyl-silicon